2-fluoro-4'-propylbiphenylboronic acid FC1(C(=CC=CC1)C1=CC=C(C=C1)CCC)B(O)O